(2-{5-[(2,6-dichlorophenyl)methoxy]pyrimidin-2-yl}-1,2,3-triazol-4-yl)methanol ClC1=C(C(=CC=C1)Cl)COC=1C=NC(=NC1)N1N=CC(=N1)CO